C(C1=CC=CC=C1)OC1=C(C=CC=C1F)C1=CC=C(C=C1)C[C@]1(C[C@H](CC1)NS(=O)(=O)C)C(=O)N (1R,3S)-1-((2'-(benzyloxy)-3'-fluoro-[1,1'-biphenyl]-4-yl)methyl)-3-(methylsulfonamido)cyclopentane-1-carboxamide